COC1=C(C=C(C=C1C)P(C1=C(CNCC2=NC=CC=C2)C=CC=C1)C1=CC(=C(C(=C1)C)OC)C)C N-(2-(bis(4-methoxy-3,5-dimethylphenyl)phosphino)benzyl)-1-(pyridin-2-yl)methylamine